4-(1-(tert-Butoxycarbonyl)pyrrolidin-2-yl)-4-hydroxypiperidine-1-carboxylic acid benzyl ester C(C1=CC=CC=C1)OC(=O)N1CCC(CC1)(O)C1N(CCC1)C(=O)OC(C)(C)C